CC1=CC=2N(N=C1C1CCN(CC1)C(=O)OC(C)(C)C)N=CN2 tert-butyl 4-(7-methyl-[1,2,4]triazolo[1,5-b]pyridazin-6-yl)piperidine-1-carboxylate